[Ni].[Li] lithium-nickel salt